C(=C(F)F)(C(C(C(C(C(=C(F)F)F)(F)F)(F)F)(F)F)(F)F)F perfluorooctadiene